tert-butyl 5-[3-[2-(4-ethoxy-4-oxo-butanoyl)-4-fluoro-6-methoxy-benzothiophen-5-yl]oxypropoxy]-6-methoxy-isoindoline-2-carboxylate C(C)OC(CCC(=O)C=1SC2=C(C1)C(=C(C(=C2)OC)OCCCOC=2C=C1CN(CC1=CC2OC)C(=O)OC(C)(C)C)F)=O